3-[2-(HYDROXYMETHYL)PIPERIDIN-1-YL]PROPANAL OCC1N(CCCC1)CCC=O